C(C)(=O)OCC(COC(C)=O)(CBr)CBr 2,2-bis(bromomethyl)propane-1,3-diyl diacetate